1,3-bis(3'-aminophenoxy)benzenebenzyloxymethyl-proline methyl ester hydrochloride Cl.COC([C@H]1N(CCC1)COCC1=CC=CC=C1C1(CC(=CC=C1)OC1=CC(=CC=C1)N)OC1=CC(=CC=C1)N)=O